tert-butyl-3,3-dinitroazetidine CC(C)(C)N1CC(C1)([N+](=O)[O-])[N+](=O)[O-]